5-methyl-N-isopropyltryptamine CC1=CC=C2NC=C(CCNC(C)C)C2=C1